N-(3-allyloxy-2-hydroxypropyl)dimethylamine C(C=C)OCC(CN(C)C)O